C1N(CCC12CCSCC2)C(=O)[O-] 8-thia-2-azaspiro[4.5]decane-2-carboxylate